(6-(t-butoxy)hexyl)dichloro(methyl)silane tert-butyl-((1S,4S)-4-((2-(2,6-dioxopiperidin-3-yl)-1-oxoisoindolin-4-yl)(pentyl)amino)cyclohexyl)carbamate C(C)(C)(C)N(C(O)=O)C1CCC(CC1)N(CCCCC)C1=C2CN(C(C2=CC=C1)=O)C1C(NC(CC1)=O)=O.C(C)(C)(C)OCCCCCC[Si](C)(Cl)Cl